tert-butyl 4-((1S,3r)-3-((3S,4R)-4-(2-(2,6-dioxopiperidin-3-yl)-1-oxoisoindolin-5-yl)-3-fluoropiperidin-1-yl)cyclobutoxy)piperidine-1-carboxylate O=C1NC(CC[C@H]1N1C(C2=CC=C(C=C2C1)[C@@H]1[C@@H](CN(CC1)C1CC(C1)OC1CCN(CC1)C(=O)OC(C)(C)C)F)=O)=O